2-[(2-methylpentylidene)amino]-benzoic acid methyl ester COC(C1=C(C=CC=C1)N=CC(CCC)C)=O